5-(4-amino-3-fluoro-1H-pyrazol-1-yl)-N-((6-(tert-butyl)-3-methoxypyridin-2-yl)sulfonyl)quinoline-2-carboxamide NC=1C(=NN(C1)C1=C2C=CC(=NC2=CC=C1)C(=O)NS(=O)(=O)C1=NC(=CC=C1OC)C(C)(C)C)F